ClC=1C=C(C=C(C1)NC(NCC=1C=C2CN(C(C2=CC1)=O)C1C(NC(CC1)=O)=O)=O)CCCCCCCCNC(OC(C)(C)C)=O tert-butyl N-[8-[3-chloro-5-[[2-(2,6-dioxo-3-piperidyl)-1-oxo-isoindolin-5-yl]methylcarbamoylamino] phenyl]octyl]carbamate